2-(tert-butoxycarbonylamino)-2-methylpropionic acid C(C)(C)(C)OC(=O)NC(C(=O)O)(C)C